ClC1=C(C=C(C=C1)NC(=O)[C@@H]1C([C@H]1C1=CC(=CC(=C1)Cl)Cl)(Cl)Cl)NC(C1=CC=C(C=C1)F)=O |r| trans-rac-N-(2-Chloro-5-(2,2-dichloro-3-(3,5-dichlorophenyl)cyclopropane-1-carboxamido)phenyl)-4-fluorobenzamide